NC=1C(=C2C(=NC1C(=O)N)N(C=N2)CC(F)(F)F)[C@H]2C(=CC=C(C2C)O)C (P)-6-amino-7-[(1R)-5-hydroxy-2,6-dimethylcyclohexa-2,4-dien-1-yl]-3-(2,2,2-trifluoroethyl)imidazo[4,5-b]pyridine-5-carboxamide